(tetramethyl-cyclopentadienyl)(propylcyclopentadienyl)hafnium CC=1C(=C(C(C1)(C)[Hf]C1(C=CC=C1)CCC)C)C